COC=1C=C(C=CC1OC)C1C=2C=CC=NC2CNC1 5-(3,4-dimethoxyphenyl)-5,6,7,8-tetrahydro-1,7-naphthyridine